C(C)OC(COC1=NN(C(=C1)C1=CC=C(C=C1)C)C1=CC=CC=C1)=O Ethyl-{[5-(4-methylphenyl)-1-phenyl-1H-pyrazol-3-yl]oxy}acetate